C(C1=CC=CC=C1)(=O)NC=1C=C(C=CC1)NC(=O)N1CCN(CC1)C1=CC=CC=C1 N-(3-benzamidophenyl)-4-phenylpiperazine-1-carboxamide